BrC1=CC=C2C(=CNC2=C1)C1CC(C2=CC=CC=C12)=O 3-(6-bromo-1H-indol-3-yl)-2,3-dihydro-1H-inden-1-one